dimethyl (3'-methyl-4-(2-methyloctan-2-yl)-[1,1'-biphenyl]-2,6-diyl) bis(methylphosphonate) CP(OC)(OC1=C(C(=CC(=C1)C(C)(CCCCCC)C)OP(OC)(=O)C)C1=CC(=CC=C1)C)=O